ClC=1C=C(C=CC1F)C1=CN=C2N=CN(C=C21)CC(=O)N2CC(C2)(F)F 5-(3-chloro-4-fluorophenyl)-3-(2-(3,3-difluoroazetidin-1-yl)-2-oxoethyl)-3H-pyrrolo[2,3-d]pyrimidin